N1(N=CC=C1)[BH-](N1N=CC=C1)N1N=CC=C1.[K+] potassium tri(1-pyrazolyl)borohydride